8-methoxy-dibenzo[b,f][1,4]oxazepine COC1=CC2=C(OC3=C(C=N2)C=CC=C3)C=C1